ClC1=C(C=C(C=C1)F)C1=C(C=C(N=N1)NC1C[C@@H]2[C@@H](CN(C2)C([2H])([2H])C2CCOCC2)C1)C (3aR,5s,6aS)-N-(6-(2-chloro-5-fluorophenyl)-5-methylpyridazin-3-yl)-2-((tetrahydro-2H-pyran-4-yl)methyl-d2)octahydrocyclopenta[c]pyrrol-5-amine